C(C)(C)(C)NC(CN(C=1C2=C(N=C(N1)C1=NC=CC(=C1)O[C@@H]1[C@@H](OC1)C)CCC2)C)=O |r| Racemic-N-tert-butyl-2-{methyl[2-(4-{[(2S,3S)-2-methyloxetan-3-yl]oxy}pyridin-2-yl)-5H,6H,7H-cyclopenta[d]pyrimidin-4-yl]amino}acetamide